ClC1=NC=C(C(=C1)C1=C(C=NC(=C1)C)C(=O)NC=1SC2=C(N1)CN(C2)C(=O)C=2C=NN(C2Cl)C)OC 2'-chloro-N-(5-(5-chloro-1-methyl-1H-pyrazole-4-carbonyl)-5,6-dihydro-4H-pyrrolo[3,4-d]thiazol-2-yl)-5'-methoxy-6-methyl-[4,4'-bipyridine]-3-carboxamide